1-(4-methyl-3-nitrophenyl)-2-phenylethane-1,2-dione CC1=C(C=C(C=C1)C(C(=O)C1=CC=CC=C1)=O)[N+](=O)[O-]